1-(4'-(benzyloxy)-4-methoxy-3',5-dimethyl-[1,1'-biphenyl]-2-yl)cyclopentan-1-ol C(C1=CC=CC=C1)OC1=C(C=C(C=C1)C1=C(C=C(C(=C1)C)OC)C1(CCCC1)O)C